C[C@H]1N(C(N(C1)C=1C=C2CN(C(C2=CC1)=O)C1C(NC(CC1)=O)=O)=O)C1=C(C=CC=C1)C 3-(5-((R)-4-methyl-2-oxo-3-(o-tolyl)imidazolidin-1-yl)-1-oxoisoindolin-2-yl)piperidine-2,6-dione